Cl.FC([C@H]1[C@@H](C1)N)(F)F (1R,2R)-2-(trifluoromethyl)cyclopropane-1-amine hydrochloride